C(#N)C1=C(C=C(OC2(C(CC2(C)C)(C)C)C=2C(=NC=CN2)C(=O)N)C=C1)OC (1r,3r)-3-((4-cyano-3-methoxyphenoxy)-2,2,4,4-tetramethylcyclobutyl)pyrazine-2-carboxamide